methacryloylpyrrolidin C(C(=C)C)(=O)N1CCCC1